amyl-3-methylimidazole hexafluorophosphate F[P-](F)(F)(F)(F)F.C(CCCC)C1=NC=CN1C